C(C=C)OC(C)COC(C)COC(C)COCC=C tripropylene glycol DIALLYL ETHER